(+)-7,7,12-trimethyl-1,2,3,6,7,10,11,12,13,15b-decahydropyrido[4'',3'':4',5']thieno[2',3':4,5]pyrimido[1,2-a]pyrrolo[2,1-c][1,4]diazepine-5,9-dione CC1(CC(N2C(C=3N1C(C1=C(N3)SC3=C1CCN(C3)C)=O)CCC2)=O)C